S=C1OCC(OC1)=O 5-thioxo-1,4-dioxan-2-one